Europium(III) nitrate [N+](=O)([O-])[O-].[Eu+3].[N+](=O)([O-])[O-].[N+](=O)([O-])[O-]